octadeca-9,12-dienoic acid (4aS,7aS,12bS)-3-(cyclopropylmethyl)-4a-hydroxy-7-methylene-2,3,4,4a,5,6,7,7a-octahydro-1H-4,12-methanobenzofuro[3,2-e]isoquinolin-9-yl ester C1(CC1)CN1C2[C@@]3(CCC([C@H]4[C@]3(CC1)C1=C(O4)C(=CC=C1C2)OC(CCCCCCCC=CCC=CCCCCC)=O)=C)O